5-hydroxy-6-methoxy-8-[(4-amino-1-methylbutyl)amino]quinoline trihydrobromide Br.Br.Br.OC1=C2C=CC=NC2=C(C=C1OC)NC(CCCN)C